(R)-N-(1-(3-isopropylphenyl)ethyl)-3-(pyridin-4-yl)-1,7-dihydroimidazo[4,5-f]indazole-6-carboxamide C(C)(C)C=1C=C(C=CC1)[C@@H](C)NC(=O)C=1NC2=C(C=C3C(=NNC3=C2)C2=CC=NC=C2)N1